2-(2-chloro-8-isopropyl-5-oxothieno[3',2':4,5]pyrrolo[1,2-d][1,2,4]triazin-6(5H)-yl)-N-(5,5-difluoro-1-methylpiperidin-3-yl)acetamide 2,2,2-trifluoroacetate FC(C(=O)O)(F)F.ClC1=CC=2C=C3N(C(=NN(C3=O)CC(=O)NC3CN(CC(C3)(F)F)C)C(C)C)C2S1